tert-butyl (3aS,6aS)-hexahydropyrrolo[3,4-b]pyrrole-1(2H)-carboxylate N1([C@H]2[C@@H](CC1)CNC2)C(=O)OC(C)(C)C